NC1=NC=NN2C1=CC=C2[C@]2([C@@H]([C@@H]([C@H](O2)COC(=O)OC[C@H](N(C)C)C(=O)OCC2CCCCCC2)O)O)C#N cycloheptylmethyl O-((((2R,3S,4R,5R)-5-(4-aminopyrrolo[2,1-f][1,2,4]triazin-7-yl)-5-cyano-3,4-dihydroxytetrahydrofuran-2-yl)methoxy)carbonyl)-N,N-dimethyl-L-serinate